CN(C1=CC(=C(C=O)C=C1)[N+](=O)[O-])C 4-(dimethylamino)-2-nitrobenzaldehyde